C(C)(=O)C1=CN(C2=CC=C(C=C12)C1=CN=NC=C1)CC(=O)N1[C@@H](C[C@H](C1)F)C(=O)NC=1C(=C(C=CC1)C1=C(C=CC=C1)Cl)F (2S,4R)-1-(2-(3-acetyl-5-(pyridazin-4-yl)-1H-indol-1-yl)acetyl)-N-(2'-chloro-2-fluorobiphenyl-3-yl)-4-fluoropyrrolidine-2-carboxamide